N-[[5-[2-[(2S)-2-methylazetidin-1-yl]-6,7-dihydro-5H-cyclopenta[d]pyrimidin-4-yl]-2-thienyl]methyl]methanesulfonamide C[C@@H]1N(CC1)C=1N=C(C2=C(N1)CCC2)C2=CC=C(S2)CNS(=O)(=O)C